OC1(CCN(CC1)C(=O)OC(C)(C)C)CC(=O)O 2-[4-hydroxy-1-[(2-methylpropan-2-yl)oxycarbonyl]Piperidin-4-yl]Acetic acid